2-(hydroxymethyl)-5-(methoxy-d3)-4H-pyran-4-one OCC=1OC=C(C(C1)=O)OC([2H])([2H])[2H]